N-(5-Methyl-1H-indazol-4-yl)-2-((4-methyl-1H-pyrazol-3-yl)amino)thiazole-5-carboxamide CC=1C(=C2C=NNC2=CC1)NC(=O)C1=CN=C(S1)NC1=NNC=C1C